ClC=1C(N(C=C(C1C1=C(C=C(C=C1)F)Cl)C1=C(C=CC(=C1)OC)Cl)C)=O 3-chloro-4-(2-chloro-4-fluorophenyl)-5-(2-chloro-5-methoxyphenyl)-1-methyl-2(1H)-pyridinone